FC1=C(C(=CC=C1)F)C=1NC2=C(C3=C(N1)C(=NN3)C)C=C(N=C2C)N2C[C@@H](OCC2)COCC (R)-4-(5-(2,6-difluorophenyl)-3,7-dimethyl-1,6-dihydropyrazolo[4,3-d]pyrido[4,3-f][1,3]diazepin-9-yl)-2-(ethoxymethyl)morpholine